OC[C@H](C1=CC=CC=C1)NC1=CC(=NC=C1C=1OC(=NN1)C(C)(C)O)NC1=CC=C2C(=N1)N(NC2=O)C(C)C (S)-6-((4-((2-hydroxy-1-phenylethyl)amino)-5-(5-(2-hydroxypropan-2-yl)-1,3,4-oxadiazol-2-yl)pyridin-2-yl)amino)-1-isopropyl-1,2-dihydro-3H-pyrazolo[3,4-b]pyridin-3-one